ClC=1C=C2C=CN(C2=C(C1)C1=C2C(=NC=C1)C=C(S2)CN2C(CCC2)=O)CC2(CCNCC2)F 1-((7-(5-chloro-1-((4-fluoropiperidin-4-yl)methyl)-1H-indol-7-yl)thieno[3,2-b]pyridin-2-yl)methyl)pyrrolidin-2-one